Bis(5-hydroxypentyl) 2-mercaptosuccinate SC(C(=O)OCCCCCO)CC(=O)OCCCCCO